2-bromo-4-(4-{[(3R)-3-(2-isopropylphenyl)morpholin-4-yl]methyl}piperidin-1-yl)-N-[3-nitro-4-({[(1r,4r)-4-hydroxy-4-methylcyclohexyl]methyl}amino)benzenesulfonyl]benzamide BrC1=C(C(=O)NS(=O)(=O)C2=CC(=C(C=C2)NCC2CCC(CC2)(C)O)[N+](=O)[O-])C=CC(=C1)N1CCC(CC1)CN1[C@@H](COCC1)C1=C(C=CC=C1)C(C)C